FCCOC=1C=C2C=C(NC2=CC1)C=1C=NC(=NC1)N1C[C@@H](CCC1)O (3R)-1-{5-[5-(2-fluoroethoxy)-1H-indol-2-yl]pyrimidin-2-yl}piperidin-3-ol